2,3,4,5,6-pentafluoro-N-methylbenzamide FC1=C(C(=O)NC)C(=C(C(=C1F)F)F)F